2-bromo-3-chloro-6-(oxetan-3-yl)-6,7-dihydropyrazolo[1,5-a]pyrazine BrC1=NN2C(C=NC(C2)C2COC2)=C1Cl